3,3'-(butane-1,4-diylbis(methylazanediyl))dipropanamide ethyl-(E)-3-oxo-1-phenyl-2,8,12-trioxa-4-azahexadec-14-en-16-oate C(C)OC(/C=C/COCCCOCCCNC(OCC1=CC=CC=C1)=O)=O.C(CCCN(C)CCC(=O)N)N(C)CCC(=O)N